6-(piperidin-1-yl)naphthalen N1(CCCCC1)C=1C=C2C=CC=CC2=CC1